(E)-N-(4-(1-(4-(4-(8-(2-(2,6-dioxopiperidin-3-yl)-1,3-dioxoisoindolin-5-yl)oct-7-yn-1-yl)piperazin-1-yl)benzoyl)piperidin-4-yl)butyl)-3-(pyridin-3-yl)acrylamide O=C1NC(CCC1N1C(C2=CC=C(C=C2C1=O)C#CCCCCCCN1CCN(CC1)C1=CC=C(C(=O)N2CCC(CC2)CCCCNC(\C=C\C=2C=NC=CC2)=O)C=C1)=O)=O